NC1=CC=C(C(=C1C(=O)N(C)C)F)C=1C(=C2C(=NC1)NCC21C(C1)CC)Cl 6-Amino-3-(4'-chloro-2-ethyl-1',2'-dihydrospiro[cyclopropane-1,3'-pyrrolo[2,3-b]pyridin]-5'-yl)-2-fluoro-N,N-dimethylbenzamide